4,4'-(1,4-phenylenedi(propane-2,2-diyl))bis(2,6-dimethylaniline) C1(=CC=C(C=C1)C(C)(C)C1=CC(=C(N)C(=C1)C)C)C(C)(C)C1=CC(=C(N)C(=C1)C)C